C(C)[Sn](CC)(CC)O triethyltin(IV) hydroxide